[N+](=O)([O-])C=1C=CC(=NC1NC1=CC=NC=C1)N1[C@@H]2CN(C[C@H]1C2)C(=O)OC(C)(C)C Tert-butyl (1R,5S)-6-[5-nitro-6-(4-pyridylamino)-2-pyridyl]-3,6-diazabicyclo[3.1.1]heptane-3-carboxylate